BrC=1C(=C(C=CC1)NS(=O)(=O)CCC)Cl N-(3-bromo-2-chlorophenyl)-propane-1-sulfonamide